COC1=C(CNCCC2=C(C=C(C(=C2)OC)Br)OC)C=CC=C1 N-(2-methoxybenzyl)-2-(2,5-dimethoxy-4-bromophenyl)ethylamine